C(C)(=O)NCC1=[N+](C=CC(=C1)C(=O)N1C(CN(CC1)[C@H](C)C(NC1=NC=C(C=C1)OC1=CC=C(C=C1)F)=O)(C)C)[O-] 2-(acetamidomethyl)-4-{4-[(1R)-1-{[5-(4-fluorophenoxy)pyridin-2-yl] carbamoyl} ethyl]-2,2-dimethylpiperazine-1-carbonyl}pyridin-1-ium-1-olate